C(#N)C=1C=C(C(=O)NC)C=CC1NCC#C 3-cyano-N-methyl-4-(prop-2-yn-1-ylamino)benzamide